(6-(3-((4-methoxypyrimidin-2-yl)methyl)ureido)pyrimidin-4-yl)carbamic acid tert-butyl ester C(C)(C)(C)OC(NC1=NC=NC(=C1)NC(=O)NCC1=NC=CC(=N1)OC)=O